C(#N)C1=NC=CC(=N1)C1(CCCC1)NC([O-])=O (1-(2-cyanopyrimidin-4-yl)cyclopentyl)carbamate